CC1=CC=C(C(=N1)N)[N+](=O)[O-] 6-methyl-3-nitropyridin-2-amine